BrC=1C=C2C(=CNC2=CC1)/C(/C#N)=C/C=1C=NC=CC1C1=CC=C(C=C1)C(F)(F)F (Z)-2-(5-bromo-1H-indol-3-yl)-3-(4-(4-(trifluoromethyl)phenyl)pyridin-3-yl)acrylonitrile